germacystin [GeH2]([C@@H](C(=O)O)N)SSC[C@@H](C(=O)O)N